C(C1=CC=CC=C1)C=1C(OC2=CC=C(C=C2C1C)OCC(CNCCC1=CC=NC=C1)O)=O 3-benzyl-6-(2-hydroxy-3-((2-(pyridin-4-yl)ethyl)amino)propoxy)-4-methyl-2H-chromen-2-one